C(C1=CC=CC=C1)[C@H](NC(CNC(CNC(OCC1C2=CC=CC=C2C=2C=CC=CC12)=O)=O)=O)C(NCC(NCOCC(C(=O)OCC1=CC=CC=C1)(C)C)=O)=O Benzyl (S)-11-benzyl-1-(9H-fluoren-9-yl)-20,20-dimethyl-3,6,9,12,15-pentaoxo-2,18-dioxa-4,7,10,13,16-pentaazahenicosan-21-oate